ClC=1C=C(C=CC1C(NCC1CCNCC1)=O)NC(=O)C=1N(C(=CN1)C1=C(C(=C(C=C1)C=1C=NN(C1C)CCOC)F)F)C N-[3-chloro-4-(4-piperidylmethyl-carbamoyl)phenyl]-5-[2,3-difluoro-4-[1-(2-methoxyethyl)-5-methyl-pyrazol-4-yl]phenyl]-1-methyl-imidazole-2-carboxamide